NCCCCCCCCCCCNC(OC(C)(C)C)=O tert-butyl (11-aminoundecyl)carbamate